CC(C)(C)C=1C=C(C=C(C1O)C(C)(C)C)CP(OCC)(OCC)=O diethyl [[3,5-bis(1,1-dimethylethyl)-4-hydroxyphenyl]methyl]phosphonate